C(#C)C=1C=C(C=CC1)NC1=NC(=NC2=CC(=C(C=C12)OC1CCN(CC1)C(C=C)=O)OC)C 1-(4-((4-((3-ethynylphenyl)amino)-7-methoxy-2-methyl-quinazolin-6-yl)oxy)piperidin-1-yl)prop-2-en-1-one